[1-[[(1R,2R)-2-[[(3S,4R)-3-hydroxy-2,2-dimethyl-chroman-4-yl]carbamoyl]cyclopropyl]-pyridin-1-ium-3-yl-methyl]-4,4-dimethyl-6-oxo-hexahydropyrimidin-2-ylidene]ammonium O[C@@H]1C(OC2=CC=CC=C2[C@H]1NC(=O)[C@H]1[C@@H](C1)C(N1C(NC(CC1=O)(C)C)=[NH2+])C=1C=[NH+]C=CC1)(C)C